(Z)-9-tetradecenyl nitrate [N+](=O)(OCCCCCCCC\C=C/CCCC)[O-]